4-hydroxy-valeric acid ethyl ester C(C)OC(CCC(C)O)=O